(6R,8aS)-6-[8-amino-1-(4-{(1R)-1-hydroxy-1-[3-(1-methylethyl)phenyl]ethyl}phenyl)imidazo[1,5-a]pyrazin-3-yl]hexahydroindolizin-3(2H)-one NC=1C=2N(C=CN1)C(=NC2C2=CC=C(C=C2)[C@](C)(C2=CC(=CC=C2)C(C)C)O)[C@H]2CN1C(CC[C@@H]1CC2)=O